(2,4-dimethoxyphenyl)-N-(7-(hydroxyamino)-7-oxoheptyl)imidazole-5-carboxamide COC1=C(C=CC(=C1)OC)C=1NC(=CN1)C(=O)NCCCCCCC(=O)NO